CN1CCC(CC1)OC=1C=C(C(=O)NC=2N=CC3=CC=C(C=C3C2)C2=CN=CO2)C=CC1 3-((1-Methylpiperidin-4-yl)oxy)-N-(6-(oxazol-5-yl)isoquinolin-3-yl)Benzamide